FC=1C=C2C(C(=CN(C2=CC1N1[C@H](CCC1)COC1=NC=CC=C1C)C1=CC=C(C=C1)O)C(=O)O)=O (R)-6-fluoro-1-(4-hydroxy-phenyl)-7-(2-(((3-methylpyridin-2-yl)oxy)methyl)pyrrolidin-1-yl)-4-oxo-1,4-dihydro-quinoline-3-carboxylic acid